BrC1=CC2=C(N=C(NC2=O)C)N2C1=NN=C2 6-bromo-2-methyl-[1,2,4]triazolo[4',3':1,6]pyrido[2,3-d]pyrimidin-4(3H)-one